The molecule is any member of large group of hapalindole-type alkaloids that are bioactive metabolites of the Subsection V (formerly order Stigonematales)in the phylum Cyanobacteria which have either a tetracyclic structure based on 10-isocyano-6,6,9-trimethyl-9-vinyl-2,6,6a,7,8,9,10,10a-octahydronaphtho[1,2,3-cd]indole, or a tricyclic structure resulting from the cleavage of the bond linking the indole ring to the dimethyl-substituted carbon. It has a role as a bacterial metabolite. CC(=C)C1CCC(C(C1C2=CNC3=CC=CC=C32)[N+]#[C-])(C)C=C.CC1(C2CCC(C(C2C3=CNC4=CC=CC1=C43)[N+]#[C-])(C)C=C)C